O=C1NC2C(N1)CSC2CCCCC(=O)N 5-(2-oxohexahydro-1H-thieno[3,4-d]imidazol-4-yl)pentanamide